OC1=C(C=CC=C1)C(C1=CC=CC=C1)P(OC(C)C)(OC(C)C)=O Diisopropyl ((2-hydroxyphenyl)(phenyl)methyl)phosphonate